Di(aziridin-1-yl)phosphinic acid 5-nitro-4-(3-(piperidine-1-carbonyl) phenoxy)-2,3-dihydro-1H-inden-1-yl ester [N+](=O)([O-])C=1C(=C2CCC(C2=CC1)OP(=O)(N1CC1)N1CC1)OC1=CC(=CC=C1)C(=O)N1CCCCC1